CN(CCC1C(NC(N1C)=O)=O)C (2-(dimethylamino)ethyl)-1-methylimidazoline-2,4-dione